C(C)N(C=1C=CC(=C(C1)N1/C(/SCC1=O)=N/C(=O)NC1=C(C=C(C=C1)C1=NN(C=N1)C1=CC=C(C=C1)OC(F)(F)F)CC)C(C)C)CC (Z)-1-(3-(5-(diethylamino)-2-isopropylphenyl)-4-oxothiazolidin-2-ylidene)-3-(2-ethyl-4-(1-(4-(trifluoromethoxy)phenyl)-1H-1,2,4-triazol-3-yl)phenyl)urea